CC1=NN=C(N=N1)C1=CC=C(C=N1)CN 6-(6-Methyl-1,2,4,5-tetrazin-3-yl)-3-pyridinemethylamine